(R)-4'-(4-aminopiperidin-1-yl)-N-((6-chloro-1H-indol-2-yl)(5-fluoro-2-hydroxyphenyl)methyl)-5-methyl-[1,1'-biphenyl]-3-carboxamide NC1CCN(CC1)C1=CC=C(C=C1)C1=CC(=CC(=C1)C)C(=O)N[C@H](C1=C(C=CC(=C1)F)O)C=1NC2=CC(=CC=C2C1)Cl